2-(((5-(pyridin-2-yl)pyrazin-2-yl)oxy)methyl)thiazole N1=C(C=CC=C1)C=1N=CC(=NC1)OCC=1SC=CN1